12-mercapto-dodecyl-phosphoric acid SCCCCCCCCCCCCOP(O)(O)=O